O=C1NC(CCC1N1C(C2=CC(=CC(=C2C1)OCC(=O)OC(C)(C)C)O)=O)=O tert-butyl 2-[2-(2,6-dioxo-3-piperidyl)-6-hydroxy-1-oxo-isoindolin-4-yl]oxyacetate